(R)-4-(3H-[1,2,3]triazolo[4,5-b]pyridin-3-yl)-2-fluoro-N-(1-methyl-1H-pyrrolo[2,3-c]pyridin-5-yl)-N-(piperidin-3-yl)benzamide N1=NN(C2=NC=CC=C21)C2=CC(=C(C(=O)N([C@H]1CNCCC1)C=1C=C3C(=CN1)N(C=C3)C)C=C2)F